phosphoric acid di(2-ethylhexyl)phosphate (((((1-phenylethane-1,1-diyl)bis(4,1-phenylene))bis(oxy))bis(carbonyl))bis(azanediyl))bis(ethane-2,1-diyl)bis(2-methylacrylate) C1(=CC=CC=C1)C(C)(C1=CC=C(C=C1)OC(=O)NCCC=C(C(=O)O)C)C1=CC=C(C=C1)OC(=O)NCCC=C(C(=O)O)C.C(C)C(COP(=O)(OCC(CCCC)CC)O)CCCC.P(O)(O)(O)=O